ClC1=CC=NC=2C(N(C=CC12)C)=O 4-chloro-7-methyl-1,7-naphthyridin-8(7H)-one